3-((3-ethylpyrazin-2-yl)oxy)-2,2-dimethyl-N-(1-methylpiperidin-4-yl)propanamide C(C)C=1C(=NC=CN1)OCC(C(=O)NC1CCN(CC1)C)(C)C